ClC=1C=CC(=C(C1)[C@]1(C(NC2=NC(=CC=C21)C(F)(F)F)=O)C)OC (3S)-3-(5-chloro-2-methoxyphenyl)-3-methyl-6-(trifluoromethyl)-1H-pyrrolo[2,3-b]pyridin-2(3H)-one